[4-(5-tert-Butyl-2-methyl-1,2,4-triazol-3-yl)phenyl]-[4-(5-methyloxazolo[4,5-b]pyridin-2-yl)piperazin-1-yl]methanon C(C)(C)(C)C=1N=C(N(N1)C)C1=CC=C(C=C1)C(=O)N1CCN(CC1)C=1OC=2C(=NC(=CC2)C)N1